OC=1C=C(C=CC1)C=1CCC(CC1)CC1=NC2=C(N1C[C@H]1OCC1)C=C(C=C2)C(=O)OC Methyl 2-((3'-hydroxy-2,3,4,5-tetrahydro-[1,1'-biphenyl]-4-yl)methyl)-1-(((S)-oxetan-2-yl)methyl)-1H-benzo[d]imidazole-6-carboxylate